ClC1=CC=C(C(=N1)C)C(=O)OC methyl 6-chloro-2-methylpyridine-3-carboxylate